5-(2-((4-methyl-1,4-diazepan-1-yl)methyl)-1H-pyrrolo[2,3-b]pyridin-4-yl)-1H-indazol-3-amine CN1CCN(CCC1)CC1=CC=2C(=NC=CC2C=2C=C3C(=NNC3=CC2)N)N1